4-fluoro-6-(7-fluoro-2-methyl-2H-indazol-5-yl)-2-(piperidin-4-yl)-1,3-benzothiazole FC1=CC(=CC2=C1N=C(S2)C2CCNCC2)C2=CC1=CN(N=C1C(=C2)F)C